C(C)O[Si](CCCN(C(C1=CC(=CC=C1)N=[N+]=[N-])=O)CCC[Si](OCC)(OCC)OCC)(OCC)OCC N,N-bis(3-triethoxysilylpropyl)-3-azidobenzamide